ClC=1C=NC(=NC1)N[C@H]1CC([C@@H](C1)NC=1SC2=C(N1)C=CC(=C2)C(=O)N(C)C)=CC#N 2-(((1r,4s)-4-((5-chloropyrimidin-2-yl)amino)-2-(cyanomethylene)cyclopentyl)amino)-N,N-dimethyl-benzo[d]thiazole-6-carboxamide